OC(CC12CC(C1)(C2)NC(OC(C)(C)C)=O)C tert-butyl (3-(2-hydroxypropyl)bicyclo[1.1.1]pentan-1-yl)carbamate